ClC1=C(C=C(OCC(=O)NC23CC(C2)(C3)C=3N=NN(C3)C3CCC3)C=C1)F 2-(4-chloro-3-fluoro-phenoxy)-N-[1-(1-cyclobutyltriazol-4-yl)-3-bicyclo[1.1.1]pentanyl]acetamide